(3R,7R)-2-(4-chloro-3-(trifluoromethyl)benzoyl)-3,7-dimethyl-1,2,3,4,8,9-hexahydropyrido[4',3':3,4]pyrazolo[1,5-a]pyrazin-10(7H)-one ClC1=C(C=C(C(=O)N2CC=3C(=NN4C3C(NC[C@H]4C)=O)C[C@H]2C)C=C1)C(F)(F)F